(3R,4R,5S)-4-acetylamino-5-((5-chloro-[1,1'-biphenyl]-3-yl)methyl)amino-3-(pentan-3-oxy)cyclohex-1-ene-1-carboxylic acid C(C)(=O)N[C@H]1[C@@H](C=C(C[C@@H]1NCC=1C=C(C=C(C1)Cl)C1=CC=CC=C1)C(=O)O)OC(CC)CC